tert-butyl ((5-chloro-7-(1-methyl-1H-pyrazol-4-yl)-4-oxo-3,4-dihydrophthalazin-1-yl)methyl)carbamate ClC1=C2C(NN=C(C2=CC(=C1)C=1C=NN(C1)C)CNC(OC(C)(C)C)=O)=O